N-[3-(azetidin-3-ylamino)-2,6-dimethyl-phenyl]-2-[3-methyl-5-(1-piperidylsulfonyl)indol-1-yl]propanamide N1CC(C1)NC=1C(=C(C(=CC1)C)NC(C(C)N1C=C(C2=CC(=CC=C12)S(=O)(=O)N1CCCCC1)C)=O)C